rac-1-allyl-3-((3-(4-aminopyrido[3,2-d]pyrimidin-6-yl-2-d)phenyl)ethynyl)-3-hydroxypyrrolidin-2-one C(C=C)N1C([C@](CC1)(O)C#CC1=CC(=CC=C1)C=1C=CC=2N=C(N=C(C2N1)N)[2H])=O |r|